N-cyclopropylaminosulfonic acid amide C1(CC1)NNS(=O)=O